tert-butyl (2R,5S)-5-(2-methoxyethyl)-2-methyl-4-(4-methyl-5-oxo-2-(tetrahydro-2H-pyran-2-yl)-4,5-dihydro-2H-pyrazolo[4,3-b]pyridin-7-yl)piperazine-1-carboxylate COCC[C@@H]1N(C[C@H](N(C1)C(=O)OC(C)(C)C)C)C=1C=2C(N(C(C1)=O)C)=CN(N2)C2OCCCC2